4-(3,5-dimethoxy-4-((9-(piperidin-4-yl)-3,9-diazaspiro[5.5]undec-3-yl)methyl)phenyl)-2-methyl-2,7-naphthyridin-1(2H)-one COC=1C=C(C=C(C1CN1CCC2(CC1)CCN(CC2)C2CCNCC2)OC)C2=CN(C(C1=CN=CC=C21)=O)C